FC1=C(C(=O)N([C@H]2CNCCC2)C=2N=CC=C3C2N(N=C3)C)C=CC(=C1)NC1=NC=CC=N1 (R)-2-fluoro-N-(1-methyl-1H-pyrazolo[3,4-c]pyridin-7-yl)-N-(piperidin-3-yl)-4-(pyrimidin-2-ylamino)benzamide